(2R,3S,4R,5R)-2-((R)-bicyclo[4.2.0]octa-1(6),2,4-trien-3-yl(hydroxy)methyl)-5-(4-chloro-7H-pyrrolo[2,3-d]pyrimidin-7-yl)tetrahydrofuran-3,4-diol C1=2C=C(C=CC2CC1)[C@H]([C@H]1O[C@H]([C@@H]([C@@H]1O)O)N1C=CC2=C1N=CN=C2Cl)O